C([2H])([2H])([2H])CC(C)(N)[2H] (methyl-d3)propan-2-d-2-amine